C1(=C(C=CC=C1)OCC1CN(CCC1)C1=CN=C2C(=N1)NN=C2)C 6-(3-((o-tolyloxy)methyl)piperidin-1-yl)-1H-pyrazolo[3,4-b]Pyrazine